ethyl 3-{1-[3-(2-formylphenoxy)propyl]-4-methyl-1H-benzotriazol-5-yl}-3-{3-[(6-hydroxy-2,2-dioxo-2H-1,2λ6,3-benzoxathiazin-3(4H)-yl)methyl]-4-methylphenyl}propanoate C(=O)C1=C(OCCCN2N=NC3=C2C=CC(=C3C)C(CC(=O)OCC)C3=CC(=C(C=C3)C)CN3S(OC2=C(C3)C=C(C=C2)O)(=O)=O)C=CC=C1